1-(trans-5-(3-(trifluoromethyl)phenoxy)octahydro-cyclopenta[c]pyrrole-2-carbonyl)-1H-pyrazole-3-carboxylic acid FC(C=1C=C(OC2CC3C(CN(C3)C(=O)N3N=C(C=C3)C(=O)O)C2)C=CC1)(F)F